CC(C(CC#CC)C(=O)O)C(=O)O 5-heptyne-2,3-dicarboxylic acid